CN1N=C(C(=C1)NC(=O)C=1N=C(SC1)C=1C=NN(C1)C(=O)OC(COCC1=CC=C(C=C1)OC)(C)C)C1=NC=CC=C1 1-((4-methoxybenzyl) oxy)-2-methylpropan-2-yl 4-(4-((1-methyl-3-(pyridin-2-yl)-1H-pyrazol-4-yl) carbamoyl) thiazol-2-yl)-1H-pyrazole-1-carboxylate